FC(C(=O)O)(F)F.C1(CC1)N(S(=O)(=O)N)C1CC2(CNC2)C1 N-cyclopropyl-N-(2-azaspiro[3.3]heptane-6-yl)sulfamide trifluoroacetate